C1(CC1)C=1NC(=NN1)C1CC2(CN(C2)C(=O)N2CC3(C2)CCN(C3)CC3=NC=C(C=C3)C(F)(F)F)C1 [6-(5-cyclopropyl-4H-1,2,4-triazol-3-yl)-2-azaspiro[3.3]heptan-2-yl]-[7-[[5-(trifluoromethyl)-2-pyridyl]methyl]-2,7-diazaspiro[3.4]octan-2-yl]methanone